[O-2].[Mn+2].[Ni+2].[Li+] Lithium-Nickel-Manganese Oxide